FC(C1=NC=CC=C1)(F)F.[Na] sodium 2-(trifluoromethyl)pyridin